C1C(CC12CCNCC2)CNC2=CC=CC=1N(C(N(C12)C)=O)C1C(NC(CC1)=O)=O 3-[4-(7-Azaspiro[3.5]nonan-2-ylmethylamino)-3-methyl-2-oxo-benzimidazol-1-yl]piperidine-2,6-dione